(S)-4-(difluoromethyl)-5-fluoro-N-(8-fluoro-6-oxo-1,2,3,4,5,6-hexahydrobenzo[c][1,7]naphthyridin-1-yl)-N-methyl-1H-indole-2-carboxamide FC(C1=C2C=C(NC2=CC=C1F)C(=O)N(C)[C@H]1C=2C3=C(C(NC2CNC1)=O)C=C(C=C3)F)F